1-decanoyl-2-hexadecanoyl-sn-glycero-3-phosphocholine C(CCCCCCCCC)(=O)OC[C@@H](OC(CCCCCCCCCCCCCCC)=O)COP(=O)([O-])OCC[N+](C)(C)C